C1(CC1)C1=CC=C(C2=CC=CC=C12)C1=C(C(=NC=C1)N)N (4-cyclopropyl-naphthalene-1-yl)pyridine-2,3-diamine